BrC1=NN(C=C1)CC(C(F)F)(F)F 3-bromo-1-(2,2,3,3-tetrafluoropropyl)-1H-pyrazole